CC=1N=C(SC1)C1=CC=C(C=C1)C1CN(C1)C(=O)OC(C)(C)C tert-Butyl 3-(4-(4-methylthiazol-2-yl)phenyl)azetidine-1-carboxylate